FC=1C=C(C=CC1)COC1CCN(CC1)C(=O)OC(C)(C)C tert-butyl 4-[(3-fluorophenyl)methoxy]piperidine-1-carboxylate